diethylnaphthyl-decyl-ammonium chloride [Cl-].C(C)[N+](CCCCCCCCCC)(C1=CC=CC2=CC=CC=C12)CC